2-iodo-3-fluorothiophene IC=1SC=CC1F